BrC1=C(C=CC(=C1)I)Cl 2-bromo-1-chloro-4-iodo-benzene